CC(CCCCN)CCCCN 5-methyl-1,9-diamino-nonane